(2-methoxyethyl)benzene-1,4-diamine COCCC1=C(C=CC(=C1)N)N